ethyl (S)-6-((7-((1-((tert-butyldiphenylsilyl)oxy)hexan-3-yl)amino)-5-((methoxycarbonyl)amino)-1H-pyrazolo[4,3-d]pyrimidin-1-yl)methyl)-5-methoxynicotinate [Si](C1=CC=CC=C1)(C1=CC=CC=C1)(C(C)(C)C)OCC[C@H](CCC)NC=1C2=C(N=C(N1)NC(=O)OC)C=NN2CC2=NC=C(C(=O)OCC)C=C2OC